(7R)-2-{2-[1-(cyclopropylmethyl)-6-[3-(methoxymethyl)azetidin-1-yl]-1H-indol-2-yl]-7-methoxy-1-methyl-1H-1,3-benzodiazole-5-carbonyl}-2-azabicyclo[2.2.1]heptan-7-amine C1(CC1)CN1C(=CC2=CC=C(C=C12)N1CC(C1)COC)C1=NC2=C(N1C)C(=CC(=C2)C(=O)N2C1CCC(C2)[C@H]1N)OC